(4R,7S)-2-(4-(4-(8-chloro-5,6-dihydro-11H-benzo[5,6]cyclohepta[1,2-b]pyridin-11-ylidene)piperidin-1-yl)butyl)hexahydro-1H-4,7-methanoisoindole-1,3(2H)-dione ClC=1C=CC2=C(CCC=3C(=NC=CC3)C2=C2CCN(CC2)CCCCN2C(C3[C@H]4CC[C@@H](C3C2=O)C4)=O)C1